BrC=1C(N(C(=C(C1)C1=C(C=CC(=C1)F)Cl)C1=C(C=C(C=C1F)F)F)CC)=O 3-bromo-5-(2-chloro-5-fluorophenyl)-1-ethyl-6-(2,4,6-trifluorophenyl)pyridine-2(1H)-one